C1(=CC=CC=C1)P(=O)(C1=CC=CC=C1)N1C(C(CC1=O)C(=O)OCC)(C)C=1C=C2C=NN(C2=CC1)C1=CC=C(C=C1)F ethyl 1-(diphenylphosphoryl)-2-(1-(4-fluorophenyl)-1H-indazol-5-yl)-2-methyl-5-oxopyrrolidine-3-carboxylate